iminodysprosium nitrate [N+](=O)([O-])[O-].N=[Dy+]